FC(C)(F)C1=NC=CC(=C1)NC1=NC(=NC(=N1)NC(C)C)C1=CC=CC(=N1)NC(OC)=O Methyl 6-(4-(2-(1,1-difluoroethyl)pyridin-4-ylamino)-6-(isopropyl-amino)-1,3,5-triazin-2-yl)pyridin-2-ylcarbamate